ClC=1C=C(C=CC1C(=O)N1CCN(CC1)C(CN(C)C)=O)NC=1C=2N(C=CN1)C(=CN2)C2=C(C(=C(OCC#N)C=C2)F)F 2-(4-(8-((3-chloro-4-(4-(dimethylglycyl)piperazine-1-carbonyl)phenyl)amino)imidazo[1,2-a]pyrazin-3-yl)-2,3-difluorophenoxy)acetonitrile